NC1=NC=2C=CC(=CC2C2=C1C=NN2CCOC)C(=O)O 4-amino-1-(2-methoxyethyl)-1H-pyrazolo[4,3-c]quinoline-8-carboxylic acid